(6-((1H-Pyrrolo[2,3-b]pyridin-1-yl)methyl)-2-azaspiro[3.3]heptan-2-yl)((1s,3s)-3-hydroxy-3-methylcyclobutyl)methanon N1(C=CC=2C1=NC=CC2)CC2CC1(CN(C1)C(=O)C1CC(C1)(C)O)C2